N(=C=O)C1=CC=C(C(=N1)C)OC1=CC(=NC=C1)C=1C=NN(C1)C 6-isocyanato-2-methyl-3-((2-(1-methyl-1H-pyrazol-4-yl)pyridin-4-yl)oxy)pyridine